ethyl (phenoxy (5-(3-(2-(phenylamino)-[1,2,4]triazolo[1,5-a]pyridin-8-yl) phenyl) furan-2-yl) phosphoryl)-L-alaninate O(C1=CC=CC=C1)P(=O)(C=1OC(=CC1)C1=CC(=CC=C1)C=1C=2N(C=CC1)N=C(N2)NC2=CC=CC=C2)N[C@@H](C)C(=O)OCC